C(#N)C1=C(C=CC=C1)C(C(C)C=1N(C(C(=C(N1)C(=O)OCC)OC)=O)C)C=1C=NN(C1)C(F)F ethyl 2-[1-(2-cyanophenyl)-1-[1-(difluoromethyl)pyrazol-4-yl]propan-2-yl]-5-methoxy-1-methyl-6-oxopyrimidine-4-carboxylate